di(2-fluoro-1-naphthyl) diselenide FC1=C(C2=CC=CC=C2C=C1)[Se][Se]C1=C(C=CC2=CC=CC=C12)F